C[Si](OCC1C(CC[C@@H]2C(CCC[C@@]12C)(C)C)=C)(C)C trimethyl(((4aR,8aR)-5,5,8a-trimethyl-2-methylenedecahydronaphthalen-1-yl)methoxy)silane